O(C1=CC=CC=C1)C1=CC=C(C=C1)N1N=C2C(N=CC=C2OS(=O)(=O)C(F)(F)F)=C1C(=O)OCC ethyl 2-(4-phenoxyphenyl)-7-[(trifluoromethanesulfonyl)oxy]-2H-pyrazolo[4,3-b]pyridine-3-carboxylate